C1(CCCCC1)CN1CCC(CC1)N1N=CC(=C1)CNC1=C2C(N(C(C2=CC=C1)=O)C1C(NC(CC1)=O)=O)=O 4-(((1-(1-(cyclohexylmethyl)piperidin-4-yl)-1H-pyrazol-4-yl)methyl)amino)-2-(2,6-dioxopiperidin-3-yl)isoindoline-1,3-dione